3-(p-tolyl)-N-(2-pyridyl)-N-(tetrahydrofuran-2-ylmethyl)prop-2-enamide C1(=CC=C(C=C1)C=CC(=O)N(CC1OCCC1)C1=NC=CC=C1)C